CC(CCCOCCNCCCC=1NC=CN1)C N-(2-(4-methylpent-1-yloxy)ethyl)-3-(imidazolyl)propan-1-amine